2-diethylphosphoryl-9H-purin-6-amine C(C)P(=O)(CC)C1=NC(=C2N=CNC2=N1)N